4-chloro-3-(2-fluoro-6-hydroxyphenyl)-6,6a,7,8,9,10-hexahydro-12H-pyrazino[2,1-c]pyrido[3,4-f][1,4]oxazepin-12-one ClC1=C(N=CC=2C(N3C(COC21)CNCC3)=O)C3=C(C=CC=C3O)F